OC(C(=O)O)CC[C@@H]1C(NCC1)=O 2-hydroxy-4-((S)-2-oxopyrrolidin-3-yl)butanoic acid